tert-butyl 7-((6-(1-(dimethylamino)ethyl)-5-(tetrahydro-2H-pyran-4-yl)pyridin-2-yl)amino)-4-(7-fluoroimidazo[1,2-a]pyridin-3-yl)-1-oxoisoindoline-2-carboxylate CN(C(C)C1=C(C=CC(=N1)NC=1C=CC(=C2CN(C(C12)=O)C(=O)OC(C)(C)C)C1=CN=C2N1C=CC(=C2)F)C2CCOCC2)C